C(C)(C)OC(=O)C1=C(C2=C(NC3=CC=CC(=C23)OCC2=CC=CC=C2)C=N1)COC.CN(C1=CC=C(C=C1)\C=C\[N+](=O)[O-])C (E)-N,N-dimethyl-4-(2-nitrovinyl)aniline isopropyl-5-(benzyloxy)-4-(methoxymethyl)-9H-pyrido[3,4-b]indole-3-carboxylate